C1(CC1)C=1N=CC(=NC1)CN1N=C2C=3C=C(C(=NC3CCC2=C1)C(=O)N)C (5-cyclopropylpyrazin-2-ylmethyl)-8-methyl-4,5-dihydro-2H-pyrazolo[3,4-f]quinoline-7-carboxamide